4-fluoro-5-(2-methyl-1,3-thiazol-5-yl)-2-[6-(3-{[(1r,3r)-3-fluorocyclobutyl]amino}pyrrolidin-1-yl)pyridazin-3-yl]phenol FC1=CC(=C(C=C1C1=CN=C(S1)C)O)C=1N=NC(=CC1)N1CC(CC1)NC1CC(C1)F